BrC=1C=CC(=NC1CC1CC1)N 5-bromo-6-(cyclopropylmethyl)pyridin-2-amine